4-({3-[(5-methylpyrimidin-2-yl)oxy]phenyl}methylidene)-N-[(1R,2S)-2-phenylcyclopropyl]piperidine-1-carboxamide CC=1C=NC(=NC1)OC=1C=C(C=CC1)C=C1CCN(CC1)C(=O)N[C@H]1[C@@H](C1)C1=CC=CC=C1